3-(3,4-Dichloro-phenyl)-6,7-dimethoxy-quinoline ClC=1C=C(C=CC1Cl)C=1C=NC2=CC(=C(C=C2C1)OC)OC